[C@H]1([C@H](O)[C@@H](O)[C@@H](O)[C@H](O1)CO)OCC(C(C(CCC)O)O)NC(CCCCCCCCCCCCCCCCCCC)=O 1-O-(α-D-galactosyl)-2-(N-eicosanoylamino)-1,3,4-heptantriol